O[C@H](C)C1=C(C=CC=C1)C1=C2CN(CC2=CC=C1)C#N (R)-4-(2-(1-hydroxyethyl)phenyl)isoindoline-2-carbonitrile